(4-[(4-CYCLOPROPYLPIPERAZIN-1-YL)METHYL]PHENYL)BORANEDIOL C1(CC1)N1CCN(CC1)CC1=CC=C(C=C1)B(O)O